Methyl (S)-4-(1-(6-(trifluoromethyl)-1-(2-(trifluoromethyl)benzyl)-2,3-dihydro-1H-imidazo[1,2-b]pyrazole-7-carboxamido)ethyl)benzoate FC(C=1C(=C2N(N1)CCN2CC2=C(C=CC=C2)C(F)(F)F)C(=O)N[C@@H](C)C2=CC=C(C(=O)OC)C=C2)(F)F